FC1=C(C=C(C=C1)N(C(=O)C=1C=C(C2=C(N(C=N2)C=2C=CC(=NC2)NC(OC)=O)C1)C)CCOC)OC methyl N-[5-[6-[(4-fluoro-3-methoxy-phenyl)-(2-methoxyethyl)carbamoyl]-4-methyl-benzimidazol-1-yl]-2-pyridyl]carbamate